CN1CCC(CC1)NC(=O)C1=CC=CC2=CC=C(C=C12)C1=CC(=CC=C1)NC(C=C)=O N-(1-methylpiperidin-4-yl)-7-[3-(prop-2-enamido)phenyl]naphthalene-1-carboxamide